COC=1C=C(C=C(C1OC)OC)N1C=NC(=C1)NC=1C2=C(N=C(N1)N1[C@@H](CCC1)C(=O)N)CNCC2 (S)-1-(4-((1-(3,4,5-trimethoxyphenyl)-1H-imidazol-4-yl)amino)-5,6,7,8-tetrahydropyrido[3,4-D]pyrimidin-2-yl)pyrrolidine-2-carboxamide